BrC=1C=C2C(=C(N(C2=CC1)CCOC1CCOCC1)C=1C=C(C=NC1[C@H](C)OC)[C@H]1CN(CC1)C(=O)OC(C)(C)C)CC(CO)(C)C tert-butyl (3S)-3-{5-[5-bromo-3-(3-hydroxy-2,2-dimethylpropyl)-1-[2-(oxan-4-yloxy)ethyl]indol-2-yl]-6-[(1S)-1-methoxyethyl]pyridin-3-yl}pyrrolidine-1-carboxylate